COC(=O)C1=C(N=NC=C1C1=CC=CC=C1)C1=CC=CC=C1 3,5-diphenylpyridazine-4-carboxylic acid methyl ester